(S)-N-(4-amino-6-methyl-5-(quinolin-3-yl)-8,9-dihydro-[1,2,4]triazino[1,6-a]indol-8-yl)acrylamide NC1=NC=NN2C1=C(C=1C(=C[C@H](CC21)NC(C=C)=O)C)C=2C=NC1=CC=CC=C1C2